C(CCC)OCCC(=O)N(CC)CC 3-butoxy-N,N-diethylpropanamide